bromo(2-methoxy-4-methylphenyl)magnesium Br[Mg]C1=C(C=C(C=C1)C)OC